1,3-diallyl-glycerol C(C=C)OCC(O)COCC=C